(6-phenylimidazo[1,5-a]pyridin-5-yl)-N-(1H-pyrazol-5-yl)acetamide C1(=CC=CC=C1)C=1C=CC=2N(C1CC(=O)NC1=CC=NN1)C=NC2